FC1(CCN(CC1)C(=O)OC(C)(C)C)C=1OC(=CN1)B1OC(C(O1)(C)C)(C)C tert-Butyl 4-fluoro-4-(5-(4,4,5,5-tetramethyl-1,3,2-dioxaborolan-2-yl)oxazol-2-yl)piperidine-1-carboxylate